2-FORMYL-5-[3-(N-METHYLAMINOCARBONYL)PHENYL]PHENOL C(=O)C1=C(C=C(C=C1)C1=CC(=CC=C1)C(=O)NC)O